4-(4-bromo-2-methoxyphenyl)-7-fluorophthalazin-1-ol BrC1=CC(=C(C=C1)C1=NN=C(C2=CC(=CC=C12)F)O)OC